(E)-5-chloro-N'-{[2-chloro-1-(2-ethoxyethyl)-1H-indol-3-yl]methylene}benzofuran-2-carbohydrazide ClC=1C=CC2=C(C=C(O2)C(=O)N/N=C/C2=C(N(C3=CC=CC=C23)CCOCC)Cl)C1